N-(1-methyl-3-(4'-((3-methyloxetan-3-yl)methoxy)-4,5,5',6'-tetrahydro-2H-spiro[furan-3,8'-pyrano[3,4-b]pyridin]-2'-yl)-1H-pyrrolo[2,3-c]pyridin-5-yl)acetamide CN1C=C(C=2C1=CN=C(C2)NC(C)=O)C2=CC(=C1C(=N2)C2(OCC1)COCC2)OCC2(COC2)C